succinamic acid, hexylamide C(CCCCC)NC(CCC(=O)N)=O